L-α-t-butylglycine C(C)(C)(C)[C@H](N)C(=O)O